2',3,6'-trimethoxy-[2,3'-bipyridine]-5-carboxylic acid COC1=NC(=CC=C1C1=NC=C(C=C1OC)C(=O)O)OC